(5-((4-chlorophenoxy)methyl)furan-2-yl)methanone ClC1=CC=C(OCC2=CC=C(O2)C=O)C=C1